2-Methoxy-N-((8-(4-(trifluoromethyl)phenyl)imidazo[1,2-a]pyrazin-6-yl)methyl)acetamide COCC(=O)NCC=1N=C(C=2N(C1)C=CN2)C2=CC=C(C=C2)C(F)(F)F